C1=CC=C2C(=C1)C(=O)C=C(C2=O)N 2-aminonaphthoquinone